sodium (2R,3R,4S,5R)-2,3,4,5-tetrahydroxy-6-((2-(octylamino)propyl)amino)-6-oxohexyl sulfate S(=O)(=O)(OC[C@H]([C@H]([C@@H]([C@H](C(=O)NCC(C)NCCCCCCCC)O)O)O)O)[O-].[Na+]